C1(CC1)N1N=CC=C(C1=O)NC(=O)C=1C(=CC=2N(C1)C=C(N2)C21COC(C2)(C1)C)OC(C)C N-(2-cyclopropyl-3-oxo-pyridazin-4-yl)-7-isopropoxy-2-(1-methyl-2-oxabicyclo[2.1.1]hexan-4-yl)imidazo[1,2-a]pyridine-6-carboxamide